5-(1-methylsulfonylcyclopropyl)-N-[3-(6-morpholino-1,3-benzothiazol-2-yl)-1-bicyclo[1.1.1]pentanyl]furan-2-carboxamide CS(=O)(=O)C1(CC1)C1=CC=C(O1)C(=O)NC12CC(C1)(C2)C=2SC1=C(N2)C=CC(=C1)N1CCOCC1